FC1=CC=C(C=C1)C=1N=NN(N1)C1CN(CCC1)C(CC1=NON=C1C)=O 1-(3-(5-(4-fluorophenyl)-2H-tetrazol-2-yl)piperidin-1-yl)-2-(4-methyl-1,2,5-oxadiazol-3-yl)ethan-1-one